4-(Bis(4-fluorophenyl)methyl)piperazine-1,2-dicarboxylic acid 1-(tert-butyl) 2-methyl ester COC(=O)C1N(CCN(C1)C(C1=CC=C(C=C1)F)C1=CC=C(C=C1)F)C(=O)OC(C)(C)C